tert-Butylthiol CC(C)(C)S